2-(6-Acetylamino-4-((2-(1,1-difluoroethyl)-6-ethylpyrimidin-4-yl)amino)pyridin-3-yl)-6,7-dihydropyrazolo[1,5-a]pyrazine-5(4H)-carboxylic acid tert-butyl ester C(C)(C)(C)OC(=O)N1CC=2N(CC1)N=C(C2)C=2C=NC(=CC2NC2=NC(=NC(=C2)CC)C(C)(F)F)NC(C)=O